BrC=1C(=NC=NC1)NC1=C(C=C(C=C1)F)P(=O)(C)C 5-bromo-4-(2-(dimethylphosphoryl)-4-fluorophenylamino)pyrimidine